tert-butyl-diChloromethylsilane C(C)(C)(C)[SiH2]C(Cl)Cl